2-oxo-2-[rac-(2R,5S)-2-[3-[2-(dimethylamino)ethyl]phenyl]-5-methyl-1-piperidyl]acetamide O=C(C(=O)N)N1[C@H](CC[C@@H](C1)C)C1=CC(=CC=C1)CCN(C)C |r|